(4-(di-p-tolylamino)phenyl)phosphonic acid C1(=CC=C(C=C1)N(C1=CC=C(C=C1)P(O)(O)=O)C1=CC=C(C=C1)C)C